CC=1C2C(C(CC1)C2)(C)C 2,6,6-trimethylbicyclo(3.1.1)hept-2-ene